ClC1=CC(=C(C=C1)C1COC2=CC=CC(=C2C1(F)F)C1CCN(CC1)CC1=NC2=C(N1C[C@H]1OCC1)C=C(C=C2)C(=O)OC)F methyl 2-((4-(3-(4-chloro-2-fluorophenyl)-4,4-difluorochroman-5-yl)piperidin-1-yl)methyl)-1-(((S)-oxetan-2-yl)methyl)-1H-benzo[d]imidazole-6-carboxylate